(4-aminophenyl)-4-(4-hydroxyphenyl)-furan NC1=CC=C(C=C1)C=1OC=C(C1)C1=CC=C(C=C1)O